C(CCC)[Sn](CC=C)(CCCC)CCCC tributyl-allyl-tin